[2,2-binaphthyl]-6,6'-dicarboxylic acid C1=C(C=CC2=CC(=CC=C12)C(=O)O)C1=CC2=CC=C(C=C2C=C1)C(=O)O